2-((3,5-dicyano-4-ethyl-6-((S)-3-hydroxypyrrolidin-1-yl)pyridin-2-yl)thio)-2-(4-Fluorophenyl)acetamide C(#N)C=1C(=NC(=C(C1CC)C#N)N1C[C@H](CC1)O)SC(C(=O)N)C1=CC=C(C=C1)F